C1(CC1)C1=NC=NC(=C1C1=NC=C2C(=N1)N(N=C2)CC21CCC(CC2)(CC1)C=1N(C=C(N1)C(F)(F)F)C(C)C)OC 6-(4-cyclopropyl-6-methoxypyrimidin-5-yl)-1-((4-(1-isopropyl-4-(trifluoromethyl)-1H-imidazol-2-yl)bicyclo[2.2.2]oct-1-yl)methyl)-1H-pyrazolo[3,4-d]pyrimidine